tert-butyl 4-(2-ethoxy-2-oxoethyl)-3,5-dimethylpiperidine-1-carboxylate C(C)OC(CC1C(CN(CC1C)C(=O)OC(C)(C)C)C)=O